2,3-di-oxo-benzoyl-6-oxo-benzyl β-D-glucopyranoside O([C@H]1[C@H](O)[C@@H](O)[C@H](O)[C@H](O1)CO)C(C1C=CC=CC1=O)C(C=1C(C(C=CC1)=O)=O)=O